NC=1C=CC(=C(C1)CC(C)O)C(F)(F)F (5-amino-2-(trifluoromethyl)phenyl)propan-2-ol